C(C)OC(C(CC1=CC(=C(C=C1)C)[C@H](C)O)C1=C(C2=C(N(N=N2)CC(CCOC)CCOCC2=CC=CC=C2)C=C1)C)=O (1-{2-[2-(benzyloxy)ethyl]-4-methoxybutyl}-4-methyl-1H-benzotriazol-5-yl)-3-{3-[(1S)-1-hydroxyethyl]-4-methylphenyl}propionic acid ethyl ester